2-chloro-2',4-dimethyl-1'-[(1-methylpyrazol-4-yl)methyl]spiro[5H-thieno[2,3-c]pyran-7,4'-piperidin]-4-ol ClC1=CC2=C(S1)C1(CC(N(CC1)CC=1C=NN(C1)C)C)OCC2(O)C